ClC1=C(C#N)C(=CC=N1)NC1=CC2=C(N(C(N2CCC(C)(C)O)=O)C)C=C1 2-Chloro-4-((3-(3-hydroxy-3-methylbutyl)-1-methyl-2-oxo-2,3-dihydro-1H-benzo[d]imidazol-5-yl)amino)nicotinonitrile